7-(4-hydroxybutyl)-15,15,17-trimethyl-14,16,18-trioxa-7-aza-15-silaoctacosane OCCCCN(CCCCCC)CCCCCCO[Si](OC(OCCCCCCCCCC)C)(C)C